ClC1=CC=2C(=CC=C3C=CNC(C23)=O)C=C1 9-chlorobenzo[h]isoquinolin-1(2H)-one